(S)-N-(2,4-difluoro-3-methylphenyl)-N-(4-(4-ethylpiperazin-1-yl)but-2-yn-1-yl)-1-(6-methyl-4-(trifluoromethyl)pyridin-2-yl)-5-oxopyrrolidine-2-carboxamide FC1=C(C=CC(=C1C)F)N(C(=O)[C@H]1N(C(CC1)=O)C1=NC(=CC(=C1)C(F)(F)F)C)CC#CCN1CCN(CC1)CC